N-(2-fluoro-4-(trifluoromethyl)phenyl)-3-methoxypyrazin-2-amine FC1=C(C=CC(=C1)C(F)(F)F)NC1=NC=CN=C1OC